NC=1N=C(C(=C(C(=O)OC)C1)N1N=CC=N1)OC methyl 6-amino-2-methoxy-3-(2H-1,2,3-triazol-2-yl)isonicotinate